C(C)C=1C=CC2=CN(N=C2C1)C1CCC(CC1)C(=O)OC Methyl 4-(6-ethylindazol-2-yl)cyclohexanecarboxylate